2,5,8,11,14-pentaoxaoctadecan-18-amide hydrochloride salt Cl.COCCOCCOCCOCCOCCCC(=O)N